2-((4-ethyl-2-(trifluoromethyl)pyrimidin-5-yl)sulfonyl)-6-(tetrahydro-2H-pyran-4-yl)-2,6-diazaspiro[3.3]heptane C(C)C1=NC(=NC=C1S(=O)(=O)N1CC2(C1)CN(C2)C2CCOCC2)C(F)(F)F